C1C2=C(C=CN1)C(=CC=C2)OC=2C=C(C=CC2)C=2NC=C(N2)CO (2-(3-((1H-benzo[d]pyridine-5-yl)oxy)phenyl)-1H-imidazol-4-yl)methanol